N1C(=CC2=CC=CC=C12)C(=O)N1C(CCCC1)C(=O)N 1-(1H-indole-2-carbonyl)piperidine-2-carboxamide